[(2R,3R,4S,5R,6S)-3,5-diacetoxy-4-fluoro-6-phenylsulfanyl-tetrahydropyran-2-yl]methyl acetate C(C)(=O)OC[C@H]1O[C@H]([C@@H]([C@H]([C@@H]1OC(C)=O)F)OC(C)=O)SC1=CC=CC=C1